COC(=O)C1=C(NC(=C(C1C=1C2=C(SC1)C=CC=C2)C(COC)=O)C)C 4-(benzo[b]thiophen-3-yl)-5-(2-methoxyacetyl)-2,6-dimethyl-1,4-dihydropyridine-3-carboxylic acid methyl ester